1-{4-[3-(2-chloro-6-fluorophenyl)-4-(5-methyl-1,3,4-oxadiazol-2-yl)-1,2-oxazol-5-yl]-5-(trifluoromethyl)-1H-pyrazol-1-yl}-2-methylpropan-2-ol ClC1=C(C(=CC=C1)F)C1=NOC(=C1C=1OC(=NN1)C)C=1C=NN(C1C(F)(F)F)CC(C)(O)C